P-hydroxycoumaric acid C1C=C(C=CC1(O)O)/C=C/C(=O)O